CNS(=O)(=O)C=1C=C2C=CNC2=CC1 Indole-5-sulfonic acid methyl amide